(2,3,5,6-tetramethylphenyl)methanone CC1=C(C(=C(C=C1C)C)C)C=O